(1S,4s)-4-((5-(1-((R)-1-fluoropropan-2-yl)-1H-benzo[d][1,2,3]triazol-6-yl)-4-methoxypyrrolo[2,1-f][1,2,4]triazin-2-yl)amino)-1-methylcyclohexan-1-ol FC[C@@H](C)N1N=NC2=C1C=C(C=C2)C=2C=CN1N=C(N=C(C12)OC)NC1CCC(CC1)(O)C